tert-Butyl 3-((2-(4-(4-((9-((1s,3s)-3-(2-phenylacetamido)cyclobutyl)-9H-purin-6-yl)Amino)phenyl)piperazin-1-yl)-7-azaspiro[3.5]nonan-7-yl)methyl)azetidine-1-carboxylate C1(=CC=CC=C1)CC(=O)NC1CC(C1)N1C2=NC=NC(=C2N=C1)NC1=CC=C(C=C1)N1CCN(CC1)C1CC2(C1)CCN(CC2)CC2CN(C2)C(=O)OC(C)(C)C